CN1N=C(C=2C1=CN=CC2N=C(C2=CC=CC=C2)C2=CC=CC=C2)C N-(1,3-dimethyl-1H-pyrazolo[3,4-c]pyridin-4-yl)-1,1-diphenylmethanimine